S1C(=NC2=C1C=CC=C2)NC=2C=C1C(=CN2)N(C=C1)C=1SC=C(N1)C(=O)OCC ethyl 2-{5-[(1,3-benzothiazol-2-yl)amino]-1H-pyrrolo[2,3-c]pyridin-1-yl}-1,3-thiazole-4-carboxylate